C1(=CC=CC=C1)C1CCCN1C(=O)[O-] 5-phenylpyrrolidine-1-carboxylate